C1(CC1)C(=O)NC1=CC(=C(N=N1)C(=O)NC)NC1=CC=CC2=C1OCC=1C2=NN(C1)C1COC1 6-(cyclopropanecarboxamido)-N-methyl-4-((2-(oxetan-3-yl)-2,4-dihydro-chromeno[4,3-c]pyrazol-6-yl)amino)pyridazine-3-carboxamide